1-(3-aminobutyl)-3-ethyl-imidazolium chloride salt [Cl-].NC(CCN1C=[N+](C=C1)CC)C